P(=O)(=O)[Se]P(=O)=O.[Ni] nickel phosphoselenide